N-[1-cyano-2-[2-oxo-3-piperidyl]ethyl]-2-[3,3-dimethyl-2-[(2,2,2-trifluoroacetyl)amino]butanoyl]-5,5-difluoro-2-azabicyclo[2.2.2]octane-3-carboxamide C(#N)C(CC1C(NCCC1)=O)NC(=O)C1N(C2CC(C1CC2)(F)F)C(C(C(C)(C)C)NC(C(F)(F)F)=O)=O